2-(dimethylaminomethyl)ferrocene-1-yl-palladium(II) chloride CN(C)CC=1[C-](C=CC1)[Pd]Cl.[CH-]1C=CC=C1.[Fe+2]